Cl.N[C@H](C(=O)N[C@@H](C(=O)OCC)CCCNC(=O)OCC1=CC=CC=C1)C(C)(C)C ethyl (R)-2-((S)-2-amino-3,3-dimethylbutanamido)-5-(((benzyloxy)carbonyl)amino)pentanoate hydrochloride salt